CCCCC\C=C/C\C=C/[C@H](CCCCCCCCCC)O (11S)-(Z,Z)-6,9-Heneicosadien-11-ol